3-((4-((4-(4-amino-3-(4-phenoxyphenyl)-1H-pyrazolo[3,4-d]pyrimidin-1-yl)piperidin-1-yl)methyl)-6-fluoropyridin-3-yl)amino)piperidine-2,6-dione NC1=C2C(=NC=N1)N(N=C2C2=CC=C(C=C2)OC2=CC=CC=C2)C2CCN(CC2)CC2=C(C=NC(=C2)F)NC2C(NC(CC2)=O)=O